C(C)(C)OC1=CC=C(C=C1)O 4-(Isopropoxy)phenol